(R)-N-((S)-1'-(4-amino-6-cyanopyrimidin-2-yl)-1,3-dihydrospiro[indene-2,4'-piperidine]-1-yl)-2-methylpropane-2-sulfinamide NC1=NC(=NC(=C1)C#N)N1CCC2(CC1)[C@@H](C1=CC=CC=C1C2)N[S@](=O)C(C)(C)C